[15NH]1C(=O)[15NH]C=2N=CNC2C1=O xanthine-15N2